ClC1=CC=C(C=C1)[C@@H](C(=O)N1CCN(CC1)C=1C2=C(N=CN1)[C@@H](C[C@H]2C)O)CN2CCN(CC2)CCO (R)-2-(4-chlorophenyl)-1-(4-((5R,7R)-7-hydroxy-5-methyl-6,7-dihydro-5H-cyclopenta[d]pyrimidin-4-yl)piperazin-1-yl)-3-(4-(2-hydroxyethyl)piperazin-1-yl)propan-1-one